(R)-styrylpropionyl-methanol C(=CC1=CC=CC=C1)CCC(=O)CO